ClC1=CC=C(C=C1)NC(C(C)(C1=NC=2CCCN(C2C=C1)C1=NC(=NC=C1)C)C)=O N-(4-chlorophenyl)-2-methyl-2-(5-(2-methylpyrimidin-4-yl)-5,6,7,8-tetrahydro-1,5-naphthyridin-2-yl)propanamide